[1,4-phenylene-bis-(methylene)]-bis-1,4,7,11-tetraazacyclotetradecane C1(=CC=C(C=C1)CN1CCNCCNCCCNCCC1)CN1CCNCCNCCCNCCC1